diisopropyldiisopropyldiisopropyloxysilane C(C)(C)CC(C)(O[Si](OC(C)C)(C(C)C)C(C)C)C(C)C